FC(CN1C=NC2=C1C=C(C=C2)C=2C(=CN1N=C(N=C(C12)OC)N[C@H]1C(CN(CC1)C(CO)=O)(F)F)F)F (R)-1-(4-((5-(1-(2,2-difluoroethyl)-1H-benzo[d]imidazol-6-yl)-6-fluoro-4-methoxypyrrolo[2,1-f][1,2,4]triazin-2-yl)amino)-3,3-difluoropiperidin-1-yl)-2-hydroxyethan-1-one